2-[7-bromo-2-(4-methoxyphenyl)[1,2,4]triazolo[1,5-c]quinazolin-5-yl]-N-[2-(4-methylpiperazin-1-yl)ethyl]-D-valinamide BrC1=CC=CC=2C=3N(C(=NC12)[C@@](N)(C(C)C)C(=O)NCCN1CCN(CC1)C)N=C(N3)C3=CC=C(C=C3)OC